N1(CCNCC1)C(=O)O[C@@]1(C(OCC=2C(N3CC=4C(=NC=5C=CC(=CC5C4)OC)C3=CC21)=O)=O)CC (S)-4-Ethyl-9-methoxy-3,14-dioxo-3,4,12,14-tetrahydro-1H-pyrano[3',4':6,7]indolizino-[1,2-b]quinolin-4-yl Piperazine-1-carboxylate